N-(6-acetylbenzo[d][1,3]dioxol-5-yl)acetamide C(C)(=O)C=1C(=CC2=C(OCO2)C1)NC(C)=O